C(C)OC[C@@H]1[C@H](C1)C(=O)O (1S,2S)-2-(ethoxymethyl)cyclopropanecarboxylic acid